tert-butyl (2S)-2-[2-(4,4,5,5-tetramethyl-1,3,2-dioxaborolan-2-yl)ethenyl]pyrrolidine-1-carboxylate CC1(OB(OC1(C)C)C=C[C@H]1N(CCC1)C(=O)OC(C)(C)C)C